BrC1=CC=C(C=C1)N1C[C@@H](NCC1)CO (R)-4-(4-bromophenyl)-2-(hydroxymethyl)piperazine